2-(2-(cyclopropylmethyl)-1-(3-fluoro-4-sulfamoylbenzyl)-5-(3-(2-oxopiperidin-1-yl)phenyl)-1H-pyrrol-3-yl)thiazole-4-carboxylic acid C1(CC1)CC=1N(C(=CC1C=1SC=C(N1)C(=O)O)C1=CC(=CC=C1)N1C(CCCC1)=O)CC1=CC(=C(C=C1)S(N)(=O)=O)F